4-(4-((1-(4-cyanobenzoyl)azetidin-3-yl)sulfonyl)-3,4-dihydro-2H-pyrido[4,3-b][1,4]oxazin-8-yl)benzonitrile C(#N)C1=CC=C(C(=O)N2CC(C2)S(=O)(=O)N2C3=C(OCC2)C(=CN=C3)C3=CC=C(C#N)C=C3)C=C1